diphenylethylene ether C1(=CC=CC=C1)C1C(C2=CC=CC=C2)O1